C(C)C1=C(C(=NC=C1)C(=O)[O-])Br.[Zn+2].C(C)C1=C(C(=NC=C1)C(=O)[O-])Br zinc ethyl-bromo-picolinate